[2-(trimethylsilyl)ethoxy]methylimidazo[4,5-b]pyridine C[Si](CCOCC=1NC=2C(=NC=CC2)N1)(C)C